FC1(CN(CCC1NC(=O)C1=CC(=CC=2N(C=NC21)CC(F)(F)F)C#CCNC2=C(C=C(C=C2)S(=O)(=O)C)OC)C(=O)OC(C)(C)C)C tert-butyl 3-fluoro-4-[[6-[3-(2-methoxy-4-methylsulfonyl-anilino)prop-1-ynyl]-1-(2,2,2-trifluoroethyl) benzimidazole-4-carbonyl]amino]-3-methyl-piperidine-1-carboxylate